NC1=C(C(=NC=N1)OC1=CC(=C(C=C1)NC(=O)NC1=CC(=NN1C1=CC=C(C=C1)OC)C(C)(C)C)F)C#CC1CC1 1-(4-((6-amino-5-(cyclopropylethynyl)pyrimidin-4-yl)oxy)-2-fluorophenyl)-3-(3-(tert-butyl)-1-(4-methoxyphenyl)-1H-pyrazol-5-yl)urea